(RS)-(4-Pyrrolidin-3-yl-phenyl)-carbamic acid (RS)-1-(4-chloro-phenyl)-ethylester ClC1=CC=C(C=C1)[C@@H](C)OC(NC1=CC=C(C=C1)[C@@H]1CNCC1)=O |r|